C(C)(C)C=1C=C(C(=C)C)C=CC1 m-isopropyl-α-methylstyrene